5-((4-((4-(2-(2,6-dioxopiperidin-3-yl)-1,3-dioxoisoindolin-5-yl)piperazin-1-yl)methyl)piperidin-1-yl)methyl)-3-(4-(trifluoromethoxY)phenyl)-1H-indol O=C1NC(CCC1N1C(C2=CC=C(C=C2C1=O)N1CCN(CC1)CC1CCN(CC1)CC=1C=C2C(=CNC2=CC1)C1=CC=C(C=C1)OC(F)(F)F)=O)=O